5-bromo-3,9-diphenyl-9H-carbazole BrC1=C2C=3C=C(C=CC3N(C2=CC=C1)C1=CC=CC=C1)C1=CC=CC=C1